C1=CC=CC=2C3=CC=CC=C3C(C12)COC(=O)NCCCC[C@@H](C(=O)NC(C(=O)OCC)(C)C)N (S)-ethyl 2-(6-((((9H-fluoren-9-yl)methoxy)carbonyl)amino)-2-aminohexanamido)-2-methylpropanoate